(4-methoxybenzo[d]thiazol-2-yl)methanol COC1=CC=CC2=C1N=C(S2)CO